2-(Diethylamino)ethyl (1S,2S)-2-[(3,4-dichlorophenyl)carbonyl]cyclopropane-1-carboxylate ClC=1C=C(C=CC1Cl)C(=O)[C@@H]1[C@H](C1)C(=O)OCCN(CC)CC